4-(5-(difluoromethyl)-1,3,4-oxadiazol-2-yl)-2-oxopyridine FC(C1=NN=C(O1)C1=CC(NC=C1)=O)F